C(C)P([O-])(=O)C.[Al+3].C(C)P([O-])(=O)C.C(C)P([O-])(=O)C aluminum ethylmethylphosphinate